(2r,3S,4r,5S,6r)-2-((S)-1-(4'-chloro-3',5'-difluoro-3-methyl-[1,1'-biphenyl]-4-yl)-2-hydroxyethyl)-6-(hydroxymethyl)tetrahydro-2H-pyran-3,4,5-triol ClC1=C(C=C(C=C1F)C1=CC(=C(C=C1)[C@@H](CO)[C@H]1O[C@@H]([C@H]([C@@H]([C@@H]1O)O)O)CO)C)F